CN1C=NC=C1C1CCN(CC1)S(=O)(=O)C=1C=C(C=CC1)NC1=CSC=C1 N-(3-((4-(1-methyl-1H-imidazol-5-yl)piperidine-1-yl)sulfonyl)phenyl)thiophene-3-amine